OC(C=O)C1=CC=CC=C1 2-hydroxy-2-phenylethane-1-one